C(C)(C)(C)OC(NC(C(N1CCN(CC1)C1=CC(=CC=C1)C(F)(F)F)=O)C)=O tert-butyl(1-oxo-1-(4-(3-(trifluoromethyl)phenyl)piperazin-1-yl)propan-2-yl)carbamate